6-((2,4-difluorobenzyl)oxy)-10,10a-dihydro-1H-oxazolo[3',4':3,4]imidazo[1,2-c]pyrimidin-8(3H)-one FC1=C(COC=2C=C3N(C(N2)=O)CC2N3COC2)C=CC(=C1)F